indolylhydantoine N1C(=CC2=CC=CC=C12)N1C(=O)NC(=O)C1